(3R)-1-[(4,5-dichloro-1H-indol-2-yl)carbonyl]-N-methylpyrrolidine-3-carboxamide ClC1=C2C=C(NC2=CC=C1Cl)C(=O)N1C[C@@H](CC1)C(=O)NC